BrC=1C(=C2C(NC=NC2=CC1)=O)C 6-bromo-5-methyl-3,4-dihydro-4-quinazolinone